C1(C(C=CC=C1)C)(C)CC(C)=O xylenylacetone